ClC1=C(C=CC=C1)NC1=NC=C(C(=N1)N1N=CC(=C1)[N+](=O)[O-])C N-(2-chlorophenyl)-5-methyl-4-(4-nitro-1H-pyrazol-1-yl)pyrimidin-2-amine